N-(5-Cyano-6-(2H-1,2,3-triazol-2-yl)pyridin-3-yl)-1-(8-fluoroisochinolin-4-yl)-5-(trifluoromethyl)-1H-pyrazol-4-carboxamid C(#N)C=1C=C(C=NC1N1N=CC=N1)NC(=O)C=1C=NN(C1C(F)(F)F)C1=CN=CC2=C(C=CC=C12)F